11-[(3-{[2-(methylamino)-3,4-dioxocyclobut-1-en-1-yl]amino}propyl)[5-(nonadecan-10-yloxy)-5-oxopentyl]amino]undecyl hexanoate C(CCCCC)(=O)OCCCCCCCCCCCN(CCCCC(=O)OC(CCCCCCCCC)CCCCCCCCC)CCCNC1=C(C(C1=O)=O)NC